4-bromo-2-cyclopropoxypyridine BrC1=CC(=NC=C1)OC1CC1